(R)-6-(7-(4-Chloro-3-(trifluoromethyl)benzoyl)-2-(isopropylamino)-6-methyl-4-oxo-5,6,7,8-tetrahydropyrido[3,4-d]pyrimidin-3(4H)-yl)-N-methyl-2-azaspiro-[3.3]heptane-2-carboxamide ClC1=C(C=C(C(=O)N2CC=3N=C(N(C(C3C[C@H]2C)=O)C2CC3(CN(C3)C(=O)NC)C2)NC(C)C)C=C1)C(F)(F)F